4-((4-((2-methyl-4-phenylthiazol-5-yl)oxy)pyridin-2-yl)amino)benzenesulfonamide CC=1SC(=C(N1)C1=CC=CC=C1)OC1=CC(=NC=C1)NC1=CC=C(C=C1)S(=O)(=O)N